ClC1=C(C(=CC=C1Cl)O)[C@H]1C[C@@H]2N(C(CN(C2=O)C2CC(C2)O)=O)CC1 |o1:9,11| (8R,9aS)-rel-8-(2,3-dichloro-6-hydroxyphenyl)-2-(3-hydroxycyclobutyl)-hexahydropyrido[1,2-a]pyrazine-1,4-dione